[N+](=O)([O-])[Fe] nitroiron